8-bromo-7-fluoro-2,3-dihydro-[1,4]dioxino[2,3-b]pyridin-6-amine BrC1=C2C(=NC(=C1F)N)OCCO2